2,5-dimercapto-1,3,4-thiadiazol SC=1SC(=NN1)S